CN1CCC(CC1)COC1=CC=2N(C=C1)C(=CN2)C2=CC=NC=N2 6-[7-(1-Methyl-piperidin-4-ylmethoxy)-imidazo[1,2-a]pyridin-3-yl]-pyrimidin